CC(C)C1=C(C(=CC(=C1)C(C)C)C(C)C)S(=O)(=O)Cl 2,4,6-tris(propan-2-yl)benzenesulfonyl chloride